C(=O)[C@H]1CN(CCO1)C(=O)OC(C)(C)C tert-butyl (2R)-2-formylmorpholin-4-yl-carboxylate